FC(C(=O)O)(F)F.FC=1C=C(C=C(C1)F)C1CC=NN1C1NC[C@H]2[C@@H]1CC(C2)C(=O)C2C[C@@H]1[C@@H](C(NC1)N1N=CCC1C1=CC(=CC(=C1)F)F)C2 ((5-(3,5-difluorophenyl)-4,5-dihydro-1H-pyrazol-1-yl) (3aR,6aS)-octahydrocyclopenta[c]pyrrol-5-yl) ketone trifluoroacetate